C1(=CC=CC=C1)C1=CC=C(C=C1)C1=CC=C(C=C1)C1=CC=CC=C1 diphenyl-[1,1'-biphenyl]